C1(CCCC1)OC1=NC(=NC=C1C#N)NC1CCN(CC1)S(=O)(=O)C=1C=NN(C1)C 4-(cyclopentyloxy)-2-((1-((1-methyl-1H-pyrazol-4-yl)sulfonyl)piperidine-4-yl)amino)pyrimidine-5-carbonitrile